N-(3-fluorophenyl)-2-methyl-N-({5-[5-(trifluoromethyl)-1,2,4-oxadiazol-3-yl]pyridin-2-yl}methyl)pyrimidine-5-carboxamide FC=1C=C(C=CC1)N(C(=O)C=1C=NC(=NC1)C)CC1=NC=C(C=C1)C1=NOC(=N1)C(F)(F)F